6-(4-(3-(cyclopropylamino)pyrrolidin-1-yl)-6-fluoro-8-(methylamino)-9H-pyrido[2,3-b]indol-3-yl)-1-methyl-4-oxo-1,4-dihydro-1,8-naphthyridine-3-carboxylic acid C1(CC1)NC1CN(CC1)C1=C(C=NC=2NC3=C(C=C(C=C3C21)F)NC)C=2C=C1C(C(=CN(C1=NC2)C)C(=O)O)=O